NC=1C2=C(N=CN1)N(C(=C2C(=O)N)Br)C2(CC2)C 4-amino-6-bromo-7-(1-methylcyclopropyl)-7H-pyrrolo[2,3-d]pyrimidine-5-carboxamide